BrC=1C=C(C=NC1)CC1=C(C2=C(CNCC2)S1)C(=O)NC1=CC(=CC=C1)C(F)(F)F (5-bromopyridin-3-yl)methyl-N-(3-(trifluoromethyl)phenyl)-4,5,6,7-tetrahydrothieno[2,3-c]pyridine-3-carboxamide